C(C)(C)N1C(=NC2=C1C=CC(=C2)C(=O)N2CCN(CC2)C2=NC1=CC=CC=C1C(N2)=O)C(F)(F)F 2-[4-[1-Isopropyl-2-(trifluoromethyl)benzimidazole-5-carbonyl]piperazin-1-yl]-3H-quinazolin-4-one